N1CCC(CC1)NC(C1=CC=C(C=C1)OC(C(=O)NC1=CC=C(C=C1)Cl)C)=O N-(piperidin-4-yl)-4-((1-((4-chlorophenyl)amino)-1-oxopropan-2-yl)oxy)benzamide